CN(C1=CC=C2C(=CC(OC2=C1)=O)C1=C(C=CC=C1)C)CC1=CC=NN1C 7-(methyl((1-methyl-1H-pyrazol-5-yl)methyl)amino)-4-(o-tolyl)-2H-chromen-2-one